benzyl 4-(4-(2-(2,4-dioxo-3,4-dihydropyrimidin-1(2H)-yl)acetamido)-3-fluorophenyl)piperazine-1-carboxylate O=C1N(C=CC(N1)=O)CC(=O)NC1=C(C=C(C=C1)N1CCN(CC1)C(=O)OCC1=CC=CC=C1)F